FC(CNC(=O)C1(C2=CC=CC=C2C=2C=CC=CC12)CCCCN1CCC(CC1)NC(=O)C1=C(C=CC=C1)C1=CC=C(C=C1)C(F)(F)F)(F)F N-(2,2,2-Trifluoroethyl)-9-[4-[4-[[[4'-(trifluoromethyl)[1,1'-biphenyl]-2-Yl]carbonyl]amino]-1-piperidinyl]butyl]9H-fluorene-9-carboxamide